4-(5-chloro-1-(1-methyl-1H-pyrazol-4-yl)-1H-indazol-6-yl)-N-methylpiperidine-1-carboxamide ClC=1C=C2C=NN(C2=CC1C1CCN(CC1)C(=O)NC)C=1C=NN(C1)C